FC1=CC=C(C=C1)C(N1C[C@@H](N(C[C@H]1C)C=1C2=C(N=C(N1)NN)SC(=N2)C=2C=NN(C2)C(C)OCC)C)C2=CC=C(C=C2)F 7-((2S,5R)-4-(bis(4-fluorophenyl)methyl)-2,5-dimethylpiperazin-1-yl)-2-(1-(1-ethoxyethyl)-1H-pyrazol-4-yl)-5-hydrazinylthiazolo[5,4-d]pyrimidine